N1=CC(=CC2=CC=CN=C12)C=1C=CN2N=C(N=CC21)NCC2OCCC2 5-(1,8-naphthyridin-3-yl)-N-((tetrahydrofuran-2-yl)methyl)pyrrolo[2,1-f][1,2,4]triazin-2-amine